N-(4-(2-(4-hydroxy-3-(methylsulfonamido)phenyl)-1-oxo-1,2,3,4-tetrahydroisoquinolin-6-yl)phenyl)pivalamide OC1=C(C=C(C=C1)N1C(C2=CC=C(C=C2CC1)C1=CC=C(C=C1)NC(C(C)(C)C)=O)=O)NS(=O)(=O)C